(1aS,7bR)-2-hydroxy-5-({1-[(4S)-4-hydroxy-D-prolyl]azetidin-3-yl}oxy)-1,1a,2,7b-tetrahydrocyclopropa[c][1,2]benzoxaborinine-4-carboxylic acid OB1OC2=C([C@H]3[C@@H]1C3)C=CC(=C2C(=O)O)OC2CN(C2)C([C@@H]2NC[C@H](C2)O)=O